BrC=1C=C2C(=NC1OC(CCN)C1=NC=CC=C1)N(C=C2)COCC[Si](C)(C)C 3-[(5-bromo-1-[[2-(trimethylsilyl)ethoxy]methyl]pyrrolo[2,3-b]pyridin-6-yl)oxy]-3-(pyridin-2-yl)propan-1-amine